CN1N=CC(=C1)C1=CC=C2C(=N1)C(=CS2)C2=CC=C(C#N)C=C2 4-(5-(1-methyl-1H-pyrazol-4-yl)thieno[3,2-b]pyridin-3-yl)benzonitrile